C(C)(C)(C)OC(=O)N1[C@@H](CCC1)CC(C(=O)OC)N.FC(C=1C(=NC=CC1)OCC(C)(C)NC(C[C@H]1N(CCC1)C)=O)F (S)-N-(1-((3-(difluoromethyl)pyridin-2-yl)oxy)-2-methylpropan-2-yl)-2-(1-methylpyrrolidin-2-yl)acetamide tert-Butyl-(2S)-2-(2-amino-3-methoxy-3-oxopropyl)pyrrolidine-1-carboxylate